C(C1=CC=C(C(=O)[O-])C=C1)(=O)OC1CCCC1 cyclopentyl terephthalate